OC=1C=C2CC(C(C2=CC1)=O)=CC1=CC(=C(OC2=C(C=C(C#N)C=C2)C(F)(F)F)C=C1)OC 4-(4-((5-hydroxy-1-oxo-1,3-dihydro-2H-inden-2-ylidene)methyl)-2-methoxyphenoxy)-3-(trifluoromethyl)benzonitrile